N-(but-3-en-1-yloxy)-3,4-difluoro-5-((3-fluoro-2-((N-methylaminosulfonyl)amino)pyridin-4-yl)methyl)-2-((2-fluoro-4-iodophenyl)amino)benzamide C(CC=C)ONC(C1=C(C(=C(C(=C1)CC1=C(C(=NC=C1)NS(=O)(=O)NC)F)F)F)NC1=C(C=C(C=C1)I)F)=O